CC(CC(CCCCCN)C)N 1,3-dimethyl-1,8-diaminooctane